C(C)(C)(C)OC(=O)N1CCC(=CC1)C=1C2=C(N=C(N1)S(=O)(=O)C)C(CC2)(F)F 4-(7,7-difluoro-2-(methylsulfonyl)-6,7-dihydro-5H-cyclopenta[d]pyrimidin-4-yl)-3,6-dihydropyridine-1(2H)-carboxylic acid tert-butyl ester